O1C(CCCC1)N1N=NC=C1 1-(tetrahydro-2H-pyran-2-yl)-1H-1,2,3-triazole